5-bromo-N-methyl-1,1-dioxo-4H-thieno[3,2-e][1,2,4]thiadiazin-3-amine BrC1=CSC2=C1NC(=NS2(=O)=O)NC